sodium dibenzylthiocarbamate salt C(C1=CC=CC=C1)N(C([O-])=S)CC1=CC=CC=C1.[Na+]